N-(6-chloro-4-methoxypyridin-3-yl)-1-(N-cyclopropylsulfamoyl)-3-(2-isopropylphenyl)azetidine-3-carboxamide ClC1=CC(=C(C=N1)NC(=O)C1(CN(C1)S(NC1CC1)(=O)=O)C1=C(C=CC=C1)C(C)C)OC